molybdenum (0) cycloheptatriene C1=CC=CC=CC1.[Mo]